trans-1-{4-[2-[4-(2,3-dichlorophenyl)-piperazin-1-yl]-ethyl]-cyclohexyl}-3,3-dimethyl-urea, hydrochloride Cl.ClC1=C(C=CC=C1Cl)N1CCN(CC1)CC[C@@H]1CC[C@H](CC1)NC(=O)N(C)C